C(#N)[C@@H](C[C@@H]1C(NCCC1)=O)NC(=O)[C@H]1N([C@H]2CC([C@@H]1CC2)(F)F)C([C@H](C)NC2=C(C=CC(=C2)F)F)=O (1R,3S,4R)-N-[(1R)-1-cyano-2-[(3R)-2-oxo-3-piperidyl]ethyl]-2-[(2S)-2-(2,5-difluoroanilino)propanoyl]-5,5-difluoro-2-azabicyclo[2.2.2]octane-3-carboxamide